C1=CC=CC=2C3=CC=CC=C3C(C12)COC(=O)N[C@@H](CC1=CC(N(C=C1)C)=O)C(=O)O N-{[(9H-fluoren-9-yl)methoxy]carbonyl}-3-(1-methyl-2-oxo-1,2-dihydropyridin-4-yl)-L-alanine